tert-butyl-4-(3-(3-(4-methoxybenzyl)-2,4-dioxotetrahydropyrimidin-1(2H)-yl)imidazo[1,2-a]pyridin-6-yl)piperazine C(C)(C)(C)N1CCN(CC1)C=1C=CC=2N(C1)C(=CN2)N2C(N(C(CC2)=O)CC2=CC=C(C=C2)OC)=O